Cl.FC=1C(=NC(=NC1)NC1=NC=C(C=C1)C1CCN(CC1)C)C1=CC2=C(OCCN2C(C)C)C(=C1)F 5-fluoro-4-(8-fluoro-4-isopropyl-3,4-dihydro-2H-benzo[b][1,4]oxazin-6-yl)-N-(5-(1-methylpiperidin-4-yl)pyridin-2-yl)pyrimidin-2-amine hydrochloride salt